FC(OC1=NC(=CC=C1NC(=O)C1(CN(C1)CCCC1(CC1)C(=O)O)C1=C(C=CC=C1)C(C)C)C)F 1-(3-(3-((2-(difluoromethoxy)-6-methylpyridin-3-yl)carbamoyl)-3-(2-isopropylphenyl)azetidin-1-yl)propyl)cyclopropane-1-carboxylic acid